Cl.NC\C=C(\CN1C=NC2=C1C=C(C=C2C2=CC(=CC=C2)S(NCC2=CC=C(C=C2)OC)(=O)=O)C(=O)OC)/F methyl (Z)-1-(4-amino-2-fluoro-but-2-en-1-yl)-4-(3-(N-(4-methoxybenzyl) sulfamoyl) phenyl)-1H-benzo[d]imidazole-6-carboxylate hydrochloride